ergosta-5,8-dien-3-ol CC(C)[C@@H](C)CC[C@@H](C)[C@H]1CC[C@H]2C=3CC=C4CC(CC[C@]4(C)C3CC[C@]12C)O